CC(=CC1C(C1(C)C)COP(=O)(O)OP(=O)(O)O)C chrysanthemyl diphosphate